FC(C1CCC(CC1)N1CCC(CC1)S(=O)(=O)N)(F)F 1-((1r,4r)-4-(trifluoromethyl)cyclohexyl)piperidine-4-sulfonamide